methyl (S)-2-((2-((4-chloro-2-fluorobenzyl)oxy)-3-(1H-pyrazol-3-yl)-5,8-dihydro-1,7-naphthyridin-7(6H)-yl)methyl)-1-(oxetan-2-ylmethyl)-1H-benzo[d]imidazole-6-carboxylate ClC1=CC(=C(COC2=NC=3CN(CCC3C=C2C2=NNC=C2)CC2=NC3=C(N2C[C@H]2OCC2)C=C(C=C3)C(=O)OC)C=C1)F